CC1(C(OC1)C1=CC=C(C=C1)CN)C (4-(3,3-Dimethyloxetan-2-yl)phenyl)methanamine